3-Fluoro-4-(2-hydroxy-propan-2-yl)-N'-(((R)-3-methyl-1,2,3,5,6,7-hexahydrodicyclopenta[b,e]pyridin-8-yl)-carbamoyl)thiophene-2-sulfonimidamide FC1=C(SC=C1C(C)(C)O)S(=O)(N)=NC(NC1=C2C(=NC3=C1CCC3)[C@@H](CC2)C)=O